C(C1=CC=CC=C1)NCC(CCNC(C(C)C)=O)O N-(4-(benzylamino)-3-hydroxybutyl)isobutyramide